[Si](C)(C)(C(C)(C)C)OCC=1C=C(C=CC1OC(F)(F)F)CCO 2-(3-(((tert-butyldimethylsilyl)oxy)methyl)-4-(trifluoromethoxy)phenyl)ethan-1-ol